C(C)(C)(C)OC(=O)N1CCN(CC1)C(CN1N=CC(=C1)C1=CC=C(C=C1)C1=CN=CC2=CC=CC=C12)=O.FC(OC1=C(C=CC=C1)C=1C=C(C(=O)N2CCN(CC2)C2=NC3=CC=CC=C3C(N2)=O)C=CC1)(F)F 2-[4-[3-[2-(Trifluoromethoxy)phenyl]benzoyl]piperazin-1-yl]-3H-quinazolin-4-one tertbutyl-4-[2-[4-[4-(4-isoquinolyl)phenyl]pyrazol-1-yl]acetyl]piperazine-1-carboxylate